C(C)(C)(C)OC(=O)NC=1C=C(C=CC1)B1OC(C)(C)C(C)(C)O1 [3-{(tert-butoxycarbonyl)amino}phenyl]boronic acid pinacol ester